BrC=1C(=CC2=C(OCCN2)C1)O 7-bromo-3,4-dihydro-2H-benzo[b][1,4]oxazin-6-ol